3-(2'-fluoro-5'-methoxy-4-(((tetrahydro-2H-pyran-2-yl)oxy)methyl)-[1,1'-biphenyl]-2-yl)-2,2-dimethylpropanenitrile FC1=C(C=C(C=C1)OC)C1=C(C=C(C=C1)COC1OCCCC1)CC(C#N)(C)C